OCC(C=C)(CO)CO 1,1,1-tris(hydroxymethyl)propaneN